(S)-dimethyl-(2-((2-((3-methyl-1,2,3,4,4a,5-hexahydrobenzo[b]pyrazino[1,2-d][1,4]oxazin-8-yl)amino)thieno[3,2-d]pyrimidin-4-yl)amino)phenyl)phosphine oxide CP(C1=C(C=CC=C1)NC=1C2=C(N=C(N1)NC=1C=CC3=C(OC[C@H]4N3CCN(C4)C)C1)C=CS2)(C)=O